FC1(CN(C1)C1CCC(CC1)C=1SC2=C(N1)C(=C(N2)C=2C(=C(C=1N(C2)N=CN1)C)C)C(C)C)F 2-(4-(3,3-difluoroazetidin-1-yl)cyclohexyl)-5-(7,8-dimethyl-[1,2,4]triazolo[1,5-a]pyridin-6-yl)-6-isopropyl-4H-pyrrolo[3,2-d]thiazole